8-Methoxy-11-methyl-13,13a-dihydrobenzo[2,3]pyrrolo[2',3':5,6][1,4]diazepino[1,7-a]indol-12(11H)-one COC1=CC2=C(N3C(=CC4=CC=CC=C34)C3C(=N2)N(C(C3)=O)C)C=C1